(4,6-dimethoxypyrimidin-2-yl)-1-(2-methoxyformyl-benzyl)sulfonylurea COC1=NC(=NC(=C1)OC)N(C(=O)N)S(=O)(=O)CC1=C(C=CC=C1)C(=O)OC